BrC1=CC(=CC=C1)OCCC1=CC=CC=C1 1-bromo-3-(2-Phenylethoxy)benzene